3α,5α-androstanediol C[C@@]12[C@@H](O)CC[C@H]1[C@@H]1CC[C@H]3C[C@H](O)CC[C@]3(C)[C@H]1CC2